CC(CC1=C2C(=CC=C1)OCO2)N 5-methylenedioxyamphetamine